COC1=CC=C(C=C1)C(C(=O)NC1=CC=C(C=C1)[Si](C)(C)C)NC(CN1CCCCC1)=O 2-(4-methoxyphenyl)-2-((piperidin-1-ylacetyl)amino)-N-(4-(trimethylsilyl)phenyl)acetamide